ClC1=NC=C2N(C(N(C2=N1)C12CCC(CC1)(C2)O)=S)C 2-chloro-9-(4-hydroxybicyclo[2.2.1]heptan-1-yl)-7-methyl-7,9-dihydro-8H-purine-8-thione